2-mercapto-ethylamine-HCl Cl.SCCN